6-[2-(methylsulfanyl)-6-oxo-1,6-dihydropyrimidin-1-yl]hexyl 2-methylprop-2-enoate CC(C(=O)OCCCCCCN1C(=NC=CC1=O)SC)=C